[difluoro(2-{[(2,3,5,6-tetrafluoro-4-nitrophenyl)oxy]carbonyl}benzo[b]thiophen-5-yl)methyl]phosphonic acid FC(C1=CC2=C(SC(=C2)C(=O)OC2=C(C(=C(C(=C2F)F)[N+](=O)[O-])F)F)C=C1)(F)P(O)(O)=O